1,4-dibromo-2,3-butanediol BrCC(C(CBr)O)O